CN1CC(C1)(C)[C@@](O)(C=1C=NC=C(C1)OC)C1=CC=C(C=C1)C(C)C (R)-(1,3-dimethyl-azetidin-3-yl)-(4-isopropyl-phenyl)-(5-methoxy-pyridin-3-yl)-methanol